C(C)(C)(C)OC([C@@H](NCC1(COC(OC1)(C)C)COS(=O)(=O)C(F)(F)F)CC1=CNC=N1)=O ((2,2-dimethyl-5-((((trifluoromethyl)sulfonyl)oxy)methyl)-1,3-dioxan-5-yl)methyl)-L-histidine tert-butyl ester